N-(6-(5-chloro-7-(cyclopropyl(hydroxy)methyl)-6-fluoro-1H-indazol-4-yl)imidazo[1,2-a]pyrazin-2-yl)-2-fluorocyclopropane-1-carboxamide ClC=1C(=C2C=NNC2=C(C1F)C(O)C1CC1)C=1N=CC=2N(C1)C=C(N2)NC(=O)C2C(C2)F